2-(4-(tert-butoxycarbonyl)piperazin-1-yl)pyrimidine-5-carboxylic acid C(C)(C)(C)OC(=O)N1CCN(CC1)C1=NC=C(C=N1)C(=O)O